2-{2-[2-(1H-indol-1-yl)acetamido]acetamido}acetic acid N1(C=CC2=CC=CC=C12)CC(=O)NCC(=O)NCC(=O)O